C1(CC1)C(=O)NC(N)=S 3-cyclopropanecarbonylthiourea